1-amino-4-cyclopropylbut-3-yn-2-ol NCC(C#CC1CC1)O